BrCC1=CC(=C(C#N)C(=C1)OC)OC 4-(bromomethyl)-2,6-dimethoxybenzonitrile